PHLOROGLUCINOLACETALDEHYDE C1(O)=C(C(O)=CC(O)=C1)CC=O